1-pyrrolidinoyl chloride N1(CCCC1)C(=O)Cl